piperidin-1-yl-(5-(pyridin-4-yl)-1H-pyrrolo[3,2-b]pyridin-2-yl)methanone 3,5-di-tert-butylsalicylate C(C)(C)(C)C1=C(C(C(=O)O)=CC(=C1)C(C)(C)C)O.N1(CCCCC1)C(=O)C1=CC2=NC(=CC=C2N1)C1=CC=NC=C1